benzylethylamino-azobenzene C(C1=CC=CC=C1)C=1C(=C(C=CC1)N=NC1=CC=CC=C1)NCC